(S)-3-(4-(7-methoxy-3-methyl-2-oxo-2,3-dihydro-1H-benzo[d]imidazol-1-yl)phenyl)-2-(tritylamino)propionic acid methyl ester COC([C@H](CC1=CC=C(C=C1)N1C(N(C2=C1C(=CC=C2)OC)C)=O)NC(C2=CC=CC=C2)(C2=CC=CC=C2)C2=CC=CC=C2)=O